N1=NC(=CC=C1)N1CC(C1)C(=O)O pyridazin-3-yl-azetidine-3-carboxylic acid